NC1=C(C=CC(=C1)CN(C)C)SC=1C2=C(C(=NC1C)N(CC1=C(C=C(C=C1)OC)OC)CC1=C(C=C(C=C1)OC)OC)N=C(N2CC2=C(C=C(C=C2)OC)OC)COCC 7-[2-amino-4-[(dimethylamino)methyl]phenyl]sulfanyl-N,N,1-tris[(2,4-dimethoxyphenyl)methyl]-2-(ethoxymethyl)-6-methyl-imidazo[4,5-c]pyridin-4-amine